CC1=NC2=C(N1)C=C(C=C2C(=O)O)C2=CC=C(C=C2)C2=CC(=CC=C2)OCCC2CCNCC2 2-methyl-6-(3'-(2-(piperidin-4-yl)ethoxy)-[1,1'-biphenyl]-4-yl)-1H-benzo[d]imidazole-4-carboxylic acid